3,6-Diazabicyclo[3.1.1]heptane C12CNCC(N1)C2